(S)-3-(2'-fluorobiphenyl-3-yl)-3-(3-(4-hydroxy-1,5-dimethyl-2-oxo-1,2-dihydropyridin-3-yl)ureido)propanoic acid ethyl ester C(C)OC(C[C@H](NC(=O)NC=1C(N(C=C(C1O)C)C)=O)C=1C=C(C=CC1)C1=C(C=CC=C1)F)=O